(R)-6-chloro-3-((1-(2-cyano-7-ethoxy-3-morpholinoquinoxalin-5-yl)ethyl)amino)picolinic acid ClC1=CC=C(C(=N1)C(=O)O)N[C@H](C)C1=C2N=C(C(=NC2=CC(=C1)OCC)C#N)N1CCOCC1